C(C)(C)(C)N1N=C(C=C1C)NC1=CC(=C(C(=N1)C[C@@]1(C[C@H](NCC1)C)C(=O)OC(C)(C)C)F)S(=O)(=O)C tert-butyl (2R,4R)-4-((6-((1-(tert-butyl)-5-methyl-1H-pyrazol-3-yl)amino)-3-fluoro-4-(methylsulfonyl)pyridin-2-yl)methyl)-2-methylpiperidine-4-carboxylate